N-tert-butoxycarbonyl-N-[1-[2-(dimethylamino)ethyl]-9H-carbazol-3-yl]carbamic acid tert-butyl ester C(C)(C)(C)OC(N(C=1C=C(C=2NC3=CC=CC=C3C2C1)CCN(C)C)C(=O)OC(C)(C)C)=O